tert-butyl 6-[[2-(2,6-dioxo-3-piperidyl)-1,3-dioxo-isoindolin-4-yl]methyl]-2,6-diazaspiro[3.3]heptane-2-carboxylate O=C1NC(CCC1N1C(C2=CC=CC(=C2C1=O)CN1CC2(CN(C2)C(=O)OC(C)(C)C)C1)=O)=O